ClC=1C(=C(C(=C(C1)O)Cl)Cl)Cl.BrC=1C(=C(C(=C2C(OC(=O)C12)S(=O)(=O)[O-])Br)Br)Br.[Li+] lithium tetrabromo-sulfophthalide tetrachlorophenol salt